BrC1=C(C(=O)O)C=CC(=C1CSC)C(F)(F)F 2-bromo-3-[(methylsulfanyl)methyl]-4-(trifluoromethyl)benzoic acid